C1(CC1)S(=O)(=O)N1C[C@H]([C@@H](CC1)NC1=NN2C(C=N1)=C(C=C2C2=C(C(=C(C=C2F)F)C)F)F)O (3R,4R)-1-(cyclopropylsulfonyl)-4-((5-fluoro-7-(2,4,6-trifluoro-3-methylphenyl)pyrrolo[2,1-f][1,2,4]triazin-2-yl)amino)piperidin-3-ol